CC(C)(C)[O-].[K+].C1(CC1)N1C=C(C=2N=C(N=CC21)SCC=2C=CC(=C(C2)CC(=O)O)F)C2C[C@H]([C@@H](C2)F)F rac-2-(5-(((5-cyclopropyl-7-((3R,4R)-3,4-difluorocyclopentyl)-5H-pyrrolo[3,2-d]pyrimidin-2-yl)thio)methyl)-2-fluorophenyl)acetic acid Potassium tert-butoxide